O=C1NC(CCC1N1C(C2=CC=C(C=C2C1=O)N([C@H]1[C@H](CCCC1)NC)C)=O)=O 2-(2,6-dioxopiperidin-3-yl)-5-(methyl((1R,2S)-2-(methylamino)cyclohexyl)amino)isoindoline-1,3-dione